t-butyl (6aR,9R)-9-methyl-3-(trifluoromethyl)-6a,7,9,10-tetrahydropyrazino[1,2-d]pyrido[3,2-b][1,4]oxazin-8(6H)-carboxylate C[C@H]1N(C[C@H]2N(C3=C(OC2)C=C(C=N3)C(F)(F)F)C1)C(=O)OC(C)(C)C